5-adamantan-1-yl-N-(2,4-dihydroxybenzyl)-2,4-dihydroxy-benzoic acid amide C12(CC3CC(CC(C1)C3)C2)C=2C(=CC(=C(C(=O)NCC3=C(C=C(C=C3)O)O)C2)O)O